(2R,6R)-1-isobutyryl-6-methyl-4-((1R)-1-phenyl-2-(tetrahydrofuran-2-yl)ethyl)-N-(4-(pyrimidin-2-yl)benzyl)piperazine-2-carboxamide C(C(C)C)(=O)N1[C@H](CN(C[C@H]1C)[C@H](CC1OCCC1)C1=CC=CC=C1)C(=O)NCC1=CC=C(C=C1)C1=NC=CC=N1